O1[C@H](COC2=C1C=CC=C2)C2=CC=C(CN1CCC(CCC1)C(=O)O)C=C2 1-[(S)-4-(2,3-dihydro-benzo[1,4]dioxin-2-yl)-benzyl]-azepan-4-carboxylic acid